dimethyl-octadecyl-[3-(trimethoxysilyl)propyl]ammonium chloride [Cl-].C[N+](CCC[Si](OC)(OC)OC)(CCCCCCCCCCCCCCCCCC)C